(E)-1-(4-((6s,7s)-6-methyl-7-(5-methyl-1H-indazol-4-yl)-5,6,7,8-tetrahydroquinazolin-4-yl)piperazin-1-yl)-4-(methylamino)but-2-en-1-one C[C@H]1CC=2C(=NC=NC2C[C@@H]1C1=C2C=NNC2=CC=C1C)N1CCN(CC1)C(\C=C\CNC)=O